1-(5-((9-(3,3-Dimethylbutyl)-2,9-diazaspiro[5.5]undecan-2-yl)sulfonyl)pyridin-2-yl)piperidin-2-one CC(CCN1CCC2(CCCN(C2)S(=O)(=O)C=2C=CC(=NC2)N2C(CCCC2)=O)CC1)(C)C